O=C1[C@]2(C=3C(=NC=CC3)N1)CC1=C(SC(=C1)C(=O)O)C2 (R)-2'-oxo-1',2',4,6-tetrahydrospiro[cyclopenta[b]thiophene-5,3'-pyrrolo[2,3-b]pyridine]-2-Formic acid